2-(4-methoxy-3-nitrophenyl)-2-methylpropan-1-amine COC1=C(C=C(C=C1)C(CN)(C)C)[N+](=O)[O-]